Imidazo[1,2-a]pyridin-5-ylmethyl (R)-4-(3-fluoropyridin-4-yl)-2-methylpiperazine-1-carboxylate FC=1C=NC=CC1N1C[C@H](N(CC1)C(=O)OCC1=CC=CC=2N1C=CN2)C